6-phenyl-5-cyano-2-chloro-2,3-dihydropyrimidin-4(1H)-one C1(=CC=CC=C1)C1=C(C(NC(N1)Cl)=O)C#N